O=C1NC(CCC1NC1=CC(=C(C=C1)C1CCN(CC1)C1C(CN(CC1)C(=O)O[C@@H]1CC[C@H](CC1)NC1=NC=C(C(=N1)C1=CC(=CC=C1)N1C(C=CC=C1)=O)F)F)F)=O trans-4-((5-fluoro-4-(3-(2-oxopyridin-1(2H)-yl)phenyl)pyrimidin-2-yl)amino)cyclohexyl 4-(4-((2,6-dioxopiperidin-3-yl)amino)-2-fluorophenyl)-3'-fluoro-[1,4'-bipiperidine]-1'-carboxylate